C(C)C=1C(=C(C(=O)OCOC)C(=C(C1O)I)C)C methoxymethyl 3-ethyl-4-hydroxy-5-iodo-2,6-dimethylbenzoate